N1(CCCCC1)C1CCN(CC1)C1=C(C=NC2=CC=C(C=C12)S(=O)C)S(=O)(=O)C1=CC=C(C=C1)OCCCC 4-([1,4'-bipiperidin]-1'-yl)-3-((4-butoxyphenyl)sulfonyl)-6-(methylsulfinyl)quinoline